Tert-Butyl 3-[[2-(2-[[2-(2,6-Dioxopiperidin-3-Yl)-1,3-Dioxoisoindol-4-Yl]Amino]Ethoxy)Ethyl]Sulfamoyl]Azetidine-1-Carboxylate O=C1NC(CCC1N1C(C2=CC=CC(=C2C1=O)NCCOCCNS(=O)(=O)C1CN(C1)C(=O)OC(C)(C)C)=O)=O